C1(CC1)C(=O)NC1=CC(=C(N=N1)C(=O)NC([2H])([2H])[2H])NC1=C(C(=CC=C1)C1=NN(C=N1)COCC[Si](C)(C)C)OC 6-(cyclopropanecarboxamido)-4-((2-methoxy-3-(1-((2-(trimethylsilyl)ethoxy)methyl)-1H-1,2,4-Triazol-3-yl)phenyl)amino)-N-(methyl-d3)pyridazine-3-carboxamide